[(4aS,7aR)-1-methyl-octahydro-1H-cyclopenta[b]pyridin-4a-yl]methanol CN1[C@H]2[C@@](CCC1)(CCC2)CO